8-cyano-8-methylbicyclo[4.2.0]oct-1,3,5-trien-2-yl-acetate C(#N)C1(CC2=CC=CC(=C12)CC(=O)[O-])C